BrC=1C=CC2=CN(N=C2C1)C1=C(C#N)C=C(C=C1)CN1CC2=CC=CC=C2C1 2-(6-bromo-2H-indazol-2-yl)-5-(isoindolin-2-ylmethyl)benzonitrile